C1(=CC=CC=C1)C1=NC(=NC(=N1)C1=CC=CC=C1)C1=CC=C(C=N1)B(O)O (6-(4,6-diphenyl-1,3,5-triazin-2-yl)pyridin-3-yl)boronic acid